2,6-dimethylhept-5-enol CC(CO)CCC=C(C)C